N1(CCNCC1)CCC(=O)N 3-(piperazin-1-yl)propionamide